(S)-3-(2',4'-difluorobiphenyl-3-yl)-3-(3-(4-hydroxy-1-methyl-2-oxo-1,2-dihydropyridin-3-yl)ureido)propanoic acid FC1=C(C=CC(=C1)F)C1=CC(=CC=C1)[C@H](CC(=O)O)NC(=O)NC=1C(N(C=CC1O)C)=O